O1C(=NN=C1)N1CC2(C1)OC[C@H](C2)N2CCC(CC2)C2=C(C=C(C(=C2)F)F)O (S)-2-(1-(2-(1,3,4-oxadiazol-2-yl)-5-oxa-2-azaspiro[3.4]octan-7-yl)piperidin-4-yl)-4,5-difluorophenol